alpha-linolenate C(CCCCCCC\C=C/C\C=C/C\C=C/CC)(=O)[O-]